tert-butyl 2-(2-(morpholinomethyl)-1H-imidazol-1-yl)propanoate O1CCN(CC1)CC=1N(C=CN1)C(C(=O)OC(C)(C)C)C